N[C@@H](C)C=1N=C2N(C=C(C=C2N2C(N(C3(CN(C3)C)C2)C)=O)C2CC2)C1 (S)-7-(2-(1-aminoethyl)-6-cyclopropylimidazo[1,2-a]pyridin-8-yl)-2,5-dimethyl-2,5,7-triazaspiro[3.4]octan-6-one